ClC=1C=NC=2C=C(N=C(C2C1)S)C 3-chloro-7-methyl-1,6-naphthyridine-5-thiol